OC(CNC=1C(=O)NC(C1)=O)CNC=1C(=O)NC(C1)=O 2-hydroxypropane-1,3-diylbisiminobismaleimide